N-(4-(4-acetylpiperazin-1-yl)phenyl)acetamide C(C)(=O)N1CCN(CC1)C1=CC=C(C=C1)NC(C)=O